O1C=C(C=C1)C1CN(CCO1)C(=O)NCC(CC1=CC=C(C=C1)C(F)(F)F)CO 2-(3-furyl)-N-[2-(hydroxymethyl)-3-[4-(trifluoromethyl)phenyl]propyl]morpholine-4-carboxamide